FC(CC1=CC2=C(S1)[C@@]1(C[C@@H](N(CC1)CC1CC(C1)N=O)C)OCC2)F 3-[[(2'S,7R)-2-(2,2-difluoroethyl)-2'-methyl-spiro[4,5-dihydrothieno[2,3-c]pyran-7,4'-piperidine]-1'-yl]methyl]-N-oxo-cyclobutanamine